3-anilino-4-ethoxy-3-cyclobutene-1,2-dione N(C1=CC=CC=C1)C=1C(C(C1OCC)=O)=O